C(C1=CC=CC=C1)OC(=O)NC1(CC1)C=1N(OC(N1)(C(=O)OC)CC(=O)OC)C methyl 3-(1-(((benzyloxy)carbonyl)amino) cyclopropyl)-5-(2-methoxy-2-oxoethyl)-2-methyl-2,5-dihydro-1,2,4-oxadiazole-5-carboxylate